C(C)(C)(C)C1N(CCOC1C#C)C(=O)[O-] tert-butyl-2-ethynylmorpholin-4-ylcarboxylate